3-cis-(benzyloxy)cyclobutanol C(C1=CC=CC=C1)OC1(CCC1)O